2',3'-Difluorospiro[cyclohexane-1,1'-indene] FC=1C2(C3=CC=CC=C3C1F)CCCCC2